C(C1=CC=CC=C1)NNC(=NNCC1=CC=CC=C1)NNCC1=CC=CC=C1 N',N'',2-tribenzylhydrazine-1-carbohydrazonhydrazide